3-formyl-1-oxa-9-azaspiro[5.5]undecane-9-carboxylic acid tert-butyl ester C(C)(C)(C)OC(=O)N1CCC2(CCC(CO2)C=O)CC1